C1(CC1)C1=CC(=NN1)NC1=NC(=NC=C1)N(C1CCNCC1)C N4-(5-Cyclopropyl-1H-pyrazol-3-yl)-N2-methyl-N2-(piperidin-4-yl)pyrimidine-2,4-diamine